CC=1C=CC=2N(C3=CC=C(C=C3C2C1)C)C1=CC=C(C=C1)C1=C(C(=CC(=N1)N1C2=CC=CC=C2C=2C=C(C=CC12)C#N)C1=C(C=CC=C1)C1=NC(=NC(=N1)C1=CC=CC=C1)C1=CC=CC=C1)N1C2=CC=CC=C2C=2C=C(C=CC12)C#N 9,9'-(6-(4-(3,6-dimethyl-9H-carbazol-9-yl)phenyl)-4-(2-(4,6-diphenyl-1,3,5-triazin-2-yl)phenyl)pyridine-2,5-diyl)bis(9H-carbazole-3-carbonitrile)